C1(CC1)C1=C(C(=CC=C1)C)N1CC(C1)C1=CC(=C(CN2CCC(CC2)C(=O)O)C(=C1)C)C (4-(1-(2-cyclopropyl-6-methylphenyl)azetidin-3-yl)-2,6-dimethylbenzyl)-piperidine-4-carboxylic acid